i-butylpyridinium bis(trifluoromethanesulfonyl)imide [N-](S(=O)(=O)C(F)(F)F)S(=O)(=O)C(F)(F)F.C(C(C)C)[N+]1=CC=CC=C1